ClCCCCOC1=C(C=C2C(=NC=NC2=C1)NC1=CC(=C(C=C1)F)Cl)OCCCN1CCOCC1 7-[(4-chlorobutyl)oxy]-4-[(3-chloro-4-fluorophenyl)amino]-6-{[3-(1,4-oxazinan-4-yl)propyl]oxy}quinazoline